C1(CC1)C1=NN2C(N(C(C(CC2)NC(=O)C2=NN(C=N2)[C@@H](C)C2=CC=CC=C2)=O)C)=C1 (S)-N-(2-cyclopropyl-4-methyl-5-oxo-5,6,7,8-tetrahydro-4H-pyrazolo[1,5-a][1,3]diazepin-6-yl)-1-(1-phenylethyl)-1H-1,2,4-triazole-3-carboxamide